C1CCC2=C(C=3CCCC3C=C12)NC(=O)N=S(=O)(N)C=1SC=C2C1CC[C@H](C2)OC (R)-N'-((1,2,3,5,6,7-hexahydro-s-indacen-4-yl)carbamoyl)-5-methoxy-4,5,6,7-tetrahydrobenzo[c]thiophene-1-sulfonimidamide